2-[2-chloro-6-[((3R)-3-methylmorpholine-4-yl)]Pyrimidin-4-yl]-2-methylpropan-1-ol ClC1=NC(=CC(=N1)C(CO)(C)C)N1[C@@H](COCC1)C